(S)-N-(1-cyclopropylethyl)-5-(3-ethylimidazo[1,2-a]pyrimidin-6-yl)pyrrolo[2,1-f][1,2,4]triazin-2-amine C1(CC1)[C@H](C)NC1=NN2C(C=N1)=C(C=C2)C=2C=NC=1N(C2)C(=CN1)CC